C1(=CC=CC=C1)C(CC1C(CCCC1)=O)C1=CC=C(C=C1)OCC 2-(2-phenyl-2-(p-ethoxyphenyl)ethyl)cyclohexanone